C(C)(C)(C)OC(=O)N1CC(=CCC1)C=1NC2=C(C=C(C=C2C1F)C(=O)OC)C=1C(=NC(=CC1)C)CC methyl 2-(1-(tert-butoxycarbonyl)-1,2,5,6-tetrahydropyridin-3-yl)-7-(2-ethyl-6-methylpyridin-3-yl)-3-fluoro-1H-indole-5-carboxylate